ClC1=C(C(=O)N(C)C)C=CC(=C1)C=1SC(=NN1)N1CC(N(CC1)S(=O)(=O)C1=C(C=CC=C1)Cl)C 2-chloro-4-(5-(4-(2-chlorophenylsulfonyl)-3-methylpiperazin-1-yl)-1,3,4-thiadiazol-2-yl)-N,N-dimethylbenzamide